[1,3-di(2-pyridyl)propane-2,2-diyl]di(phosphonic acid) N1=C(C=CC=C1)CC(CC1=NC=CC=C1)(P(O)(O)=O)P(O)(O)=O